C1=CC=CC=2C3=CC=CC=C3N(C12)C1=C(C#N)C(=C(C(=C1N1C2=CC=CC=C2C=2C=CC=CC12)N1C2=CC=CC=C2C=2C=CC=CC12)C=1C(=NC(=CC1)C)C)N1C2=CC=CC=C2C=2C=CC=CC12 2,3,4,6-tetra(9H-carbazol-9-yl)-5-(2,6-dimethylpyridin-3-yl)benzonitrile